2-hydroxy-2,7-diazaspiro[3.5]nonane hydrochloride Cl.ON1CC2(C1)CCNCC2